FC=1C=CC(=C(CN(C2=NC=3N(C=C2)N=CC3C(=O)OCC)C3CN(CC3)C)C1)O ethyl 5-((5-fluoro-2-hydroxybenzyl)(1-methylpyrrolidin-3-yl)amino)pyrazolo[1,5-a]pyrimidine-3-carboxylate